COC1=CC=C(C=N1)NC(C1=C(N=CC(=C1)C(F)(F)F)NC1=C(C=C(C=C1)OC(F)(F)F)C)=O N-(6-methoxypyridin-3-yl)-2-((2-methyl-4-(trifluoromethoxy)-phenyl)amino)-5-(trifluoromethyl)-nicotinamide